O=C1C(C2(CN(C2)C(=O)OC(C)(C)C)CCC1)C(=O)OC 2-(tert-butyl) 5-methyl 6-oxo-2-azaspiro[3.5]nonane-2,5-dicarboxylate